O1N=C(C=C1)CS(=O)(=O)Cl 1,2-oxazol-3-ylmethanesulfonyl chloride